N(=[N+]=[N-])CCCCCCCCOC1=C(C=C(C=C1Cl)C(CC(=O)O)NC(CNC(CCCCNC1=NC=CC(=C1)C)=O)=O)Cl 3-(4-((8-azidooctyl)oxy)-3,5-dichlorophenyl)-3-(2-(5-((4-methylpyridin-2-yl)amino)pentanamido)acetamido)propanoic acid